7-chloro-5-(5-fluoro-2-methylphenyl)imidazo[1,2-a]Quinoxaline-4(5H)-on ClC=1C=C2N(C(C=3N(C2=CC1)C=CN3)=O)C3=C(C=CC(=C3)F)C